(S)-2-(8-(but-2-ynyloxycarbonylamino)dibenzo[b,d]furan-3-sulfonamido)-3-methyl-butanoic acid C(C#CC)OC(=O)NC=1C=CC2=C(C3=C(O2)C=C(C=C3)S(=O)(=O)N[C@H](C(=O)O)C(C)C)C1